FC=1C=C2C3=C(NC2=CC1)C(C1=CC=CC=C13)=O 2-fluoroindeno[2,1-b]indol-6(5H)-one